(6-(4-(2-hydroxyethyl)piperazin-1-yl)-2,2-dimethyl-2,3-dihydrofuro[2,3-b]pyridin-5-yl)pyrazolo[1,5-a]pyrimidine-3-carboxamide OCCN1CCN(CC1)C1=C(C=C2C(=N1)OC(C2)(C)C)C2=NN1C(N=CC=C1)=C2C(=O)N